NC=1N=NC(=CC1C1=CC=C(C=C1)C1CCN(CC1)C1CCC(CC1)NC(OC(C)(C)C)=O)C1=C(C=CC=C1)O tert-butyl (4-(4-(4-(3-amino-6-(2-hydroxyphenyl)pyridazin-4-yl)phenyl)piperidin-1-yl)cyclohexyl)carbamate